C(C)(C)(C)OC(=O)N1CC(OCC1)C(C)O tert-butyl-2-(1-hydroxyethyl)morpholine-4-carboxylate